CN1C(=NN=C1)C[C@@H](C)C=1C=C(C=CC1)NC(=O)C1=NC=CC(=C1)C(=O)OC(C)(C)C tert-butyl 2-([3-[(2R)-1-(4-methyl-4H-1,2,4-triazol-3-yl)propan-2-yl]phenyl]carbamoyl)pyridine-4-carboxylate